Dihydropyridine-1(2H)-carboxylic acid tert-butyl ester C(C)(C)(C)OC(=O)N1CCCC=C1